CC1=C(C(=C(C1([Hf]C=1CC=2C=CC3=C(C2C1CCCCC)C=CC=C3)C)C)C)C pentamethylcyclopentadienyl(1-pentyl-benz[e]indenyl)hafnium